4-(4-(4-fluoro-1H-indol-3-yl)thiophen-2-yl)-4-oxobutyric acid FC1=C2C(=CNC2=CC=C1)C=1C=C(SC1)C(CCC(=O)O)=O